ClC1=CC(=C(O[C@H](C(=O)OCC)C(C)C)C=C1)C1=NOCC1OCCCC ethyl (2S)-2-[4-chloro-2-(4-butoxy-4,5-dihydroisoxazol-3-yl)phenoxy]-3-methylbutanoate